O1CCC(=CC1)C1=C(C2=CC3=C(N=CS3)C=C2N1C1=CC=C(C=C1)F)C1=CC=C(C(=O)OC)C=C1 Methyl 4-[6-(3,6-dihydro-2H-pyran-4-yl)-5-(4-fluorophenyl)pyrrolo[2,3-f][1,3]benzothiazol-7-yl]benzoate